N-(3-fluorophenyl)-2-(2-methyl-1H-imidazol-1-yl)-N-({5-[5-(trifluoromethyl)-1,2,4-oxadiazol-3-yl]pyridin-2-yl}methyl)propanamide FC=1C=C(C=CC1)N(C(C(C)N1C(=NC=C1)C)=O)CC1=NC=C(C=C1)C1=NOC(=N1)C(F)(F)F